CN(NC=O)C N,N-dimethyl-formyl-hydrazine